(2-methoxyphenethyl)-pyridazin-3(2H)-one COC1=C(CCN2N=CC=CC2=O)C=CC=C1